2-acetyl-10-benzyl-10H-phenothiazine-5,5-dioxide C(C)(=O)C1=CC=2N(C3=CC=CC=C3S(C2C=C1)(=O)=O)CC1=CC=CC=C1